FC1=C(C=C(C(=C1)C)C1=CC2=C(N=C(N=C2)NC)N=C1C)NC(=O)N1C[C@@H](CC1)C(F)(F)F (R)-N-(2-fluoro-4-methyl-5-(7-methyl-2-(methylamino)pyrido[2,3-d]pyrimidin-6-yl)phenyl)-3-(trifluoromethyl)pyrrolidine-1-carboxamide